ClC1=C(C=C(C=2C([C@]3(C(=CC(C[C@H]3C)=O)OC)OC21)=O)OC)C2=NOC1(C2)CCOCC1 (2s,5'r)-7-chloro-6-(1,8-dioxa-2-azaspiro[4.5]dec-2-en-3-yl)-3',4-dimethoxy-5'-methyl-spiro[benzofuran-2,4'-cyclohex-2-ene]-1',3-dione